C1(CC1)C1=C(C(=NO1)C1=C(C=NC=C1F)F)C1=CC2(C1)CCN(CC2)C=2C=C1C(=CC=NC1=CC2)C(F)(F)F 6-(2-(5-Cyclopropyl-3-(3,5-difluoropyridin-4-yl)isoxazol-4-yl)-7-azaspiro[3.5]non-1-en-7-yl)-4-(trifluoromethyl)chinolin